C(CCCCCCCCCCCC\C=C/C\C=C/C\C=C/C\C=C/C\C=C/C\C=C/CC)(=O)O (14Z,17Z,20Z,23Z,26Z,29Z)-dotriaconta-14,17,20,23,26,29-hexaenoic acid